2-amino-3-(6-(3-methyl-2-oxo-2,3-dihydrobenzo[d]oxazol-5-yl)pyridazin-3-yl)propaneNitrile NC(C#N)CC=1N=NC(=CC1)C=1C=CC2=C(N(C(O2)=O)C)C1